O[C@@H](CN[C@H](C1=CC=CC=C1)[C@@H]1CNC2=C(O1)N=CC(=C2)C=2C=NN(C2)C)C2=CC=C(C#N)C=C2 |&1:1| 4-((R and S)-1-hydroxy-2-(((R)-((S)-7-(1-methyl-1H-pyrazol-4-yl)-2,3-dihydro-1H-pyrido[2,3-b][1,4]oxazin-3-yl)(phenyl)methyl)amino)ethyl)benzonitrile